COC=1C=C(C=CC1OC)C1=CC2=C(N=C(N=C2N[C@H](C)C2=CC(=CC(=C2)C(F)(F)F)[N+](=O)[O-])C)N=C1OC (R)-6-(3,4-dimethoxyphenyl)-7-Methoxy-2-methyl-N-(1-(3-nitro-5-(trifluoromethyl)phenyl)ethyl)pyrido[2,3-d]pyrimidin-4-amine